C(C)(C)(C)OC1=NC=C(C(=N1)OC(C)(C)C)C=1C=C2C(=NN1)N(N=C2O[C@@H](C(F)F)C2=CC(=NC=C2)C2CC(C2)(F)F)C 5-(2,4-ditert-butoxypyrimidin-5-yl)-3-[(1R)-1-[2-(3,3-difluorocyclobutyl)-4-pyridyl]-2,2-difluoro-ethoxy]-1-methyl-pyrazolo[3,4-c]pyridazine